phenyl-methyl-methane C1(=CC=CC=C1)CC